Bishydroxyethyl-biscetyl-maloamide OCCOC(C(=O)N)(C(C(=O)N)(CCCCCCCCCCCCCCCC)CCCCCCCCCCCCCCCC)CCO